(2r,3s,4s,5r)-3-(2-(difluoromethoxy)-3,4-difluorophenyl)-4,5-dimethyl-5-(trifluoromethyl)tetrahydrofuran-2-carboxamide FC(OC1=C(C=CC(=C1F)F)[C@H]1[C@@H](O[C@]([C@H]1C)(C(F)(F)F)C)C(=O)N)F